N-(azetidin-3-yl)-N-methylcarbamic acid tert-butyl ester hydrochloride Cl.C(C)(C)(C)OC(N(C)C1CNC1)=O